BrC1=CC(=NC=C1)OC1CC(C1)OC1CCN(CC1)C(=O)OC(C)(C)C tert-butyl 4-[3-[(4-bromo-2-pyridyl)oxy]cyclobutoxy]piperidine-1-carboxylate